FC1=C(C=CC=C1)COC1=CC2=C(N(N=C2C=C1)C)C(=O)NC1CCN(CC1)C 5-[(2-fluorophenyl)methoxy]-2-methyl-N-(1-methylpiperidin-4-yl)-2H-indazole-3-carboxamide